COC1=CC=C(C=C1)C1=CC(=C2C(=N1)N(N=C2C)CC(=O)O)C(F)(F)F 2-(6-(4-methoxyphenyl)-3-methyl-4-(trifluoromethyl)-1H-pyrazolo[3,4-b]pyridin-1-yl)acetic acid